(3-(((tert-Butyldiphenylsilyl)oxy)methyl)-4-ethyl-5-oxo-4,5-dihydro-1H-1,2,4-triazol-1-yl)isoquinolin-1(2H)-one [Si](C1=CC=CC=C1)(C1=CC=CC=C1)(C(C)(C)C)OCC1=NN(C(N1CC)=O)N1C(C2=CC=CC=C2C=C1)=O